C(C)(C)(C)[Si](C)(C)OCC1=C(C(=CC(=C1)[N+](=O)[O-])Cl)C tert-butyl((3-chloro-2-methyl-5-nitrobenzyl)oxy)dimethylsilane